CC1(CC[C@@H](CN1)NC1=NC=C(C(=N1)C1=CNC=2C(N3CC(CC12)C3)=O)C(F)(F)F)C 6-(2-{[(3S)-6,6-dimethylpiperidin-3-yl]amino}-5-(trifluoromethyl)pyrimidin-4-yl)-1,4-diazatricyclo[7.1.1.03,7]undeca-3(7),5-dien-2-one